ethyl 2-cyclopropyl-5-[[5-(trifluoromethyl)tetrazol-2-yl]methyl]pyrazole-3-carboxylate C1(CC1)N1N=C(C=C1C(=O)OCC)CN1N=C(N=N1)C(F)(F)F